Cl.C1(CCCCC1)C(CCN1CCCCC1)(O)C1=CC=CC=C1 1-cyclohexyl-1-phenyl-3-(1-piperidyl)-propanol hydrochloride